COC1=NC=CC=2NC(C(C(C(C21)=O)C(=O)OC)C)=O methyl 6-methoxy-3-methyl-2,5-dioxo-1H,3H,4H-pyrido[4,3-b]azepine-4-carboxylate